methyl (5R)-2-(L-alanyl)-8-(3-((3aS,4S,6S,7aR)-3a,5,5-trimethylhexahydro-4,6-methanobenzo[d][1,3,2]dioxaborol-2-yl)propyl)-2,6-diazabicyclo[3.2.1]octane-5-carboxylate N[C@@H](C)C(=O)N1C2CN[C@](CC1)(C2CCCB2O[C@@]1([C@H](O2)C[C@H]2C([C@@H]1C2)(C)C)C)C(=O)OC